5-hex-5-enyloxolan-2-one C(CCCC=C)C1CCC(O1)=O